C(C)(C)(C)OC(=O)N1C(CNCC1)CC1=CC(=C(C=C1)N)NCC(CCCOC1=C(C=NN1C)C1=NC(=CC(=C1)C(=O)OC)C([2H])([2H])[2H])C (4-amino-3-((5-((4-(4-(methoxycarbonyl)-6-(methyl-d3)pyridin-2-yl)-1-methyl-1H-pyrazol-5-yl)oxy)-2-methylpentyl)amino)benzyl)piperazine-1-carboxylic acid tert-butyl ester